FC1=C(C=C(C=C1)F)S(=O)(=O)C 1,4-difluoro-2-methylsulfonyl-benzene